(1R,9R)-6-(2-fluoro-5-hydroxyphenyl)-12-(2-propanyl)-4-(2-(2-propenoyl)-2,6-diazaspiro[3.4]octan-6-yl)-3,12-diazatricyclo[7.2.1.02,7]dodeca-2,4,6-triene-5-carbonitrile FC1=C(C=C(C=C1)O)C=1C(=C(N=C2[C@H]3CC[C@H](CC12)N3C(C)C)N3CC1(CN(C1)C(C=C)=O)CC3)C#N